BrC1=CC=C2C(=C(C(N(C2=C1)C)=O)C#N)Cl 7-bromo-4-chloro-1-methyl-2-oxo-1,2-dihydroquinoline-3-carbonitrile